2-[4-[(3R,4S)-3-cyano-3-cyclopropyl-4-methyl-2-oxopyrrolidin-1-yl]pyrrolo[1,2-b]pyridazin-6-yl]-1,3-thiazole-4-carbonitrile C(#N)[C@@]1(C(N(C[C@H]1C)C=1C=2N(N=CC1)C=C(C2)C=2SC=C(N2)C#N)=O)C2CC2